ClC=1N(C=2C=CC=C(C2C1)N[C@H]1[C@H](CN(CC1)C)F)CC(F)(F)F 2-chloro-N-[(3S,4R)-3-fluoro-1-methyl-4-piperidyl]-1-(2,2,2-trifluoroethyl)indol-4-amine